FC=1C=2N(C=C(C1)NC(=O)C1=CC=C(C3=CN(N=C13)C)N1C[C@@H](NCC1)C(C)C)C=C(N2)C N-{8-fluoro-2-methylimidazo[1,2-a]pyridin-6-yl}-4-[(3S)-3-isopropylpiperazin-1-yl]-2-methylindazole-7-carboxamide